ClC1=CC=C(CSC(CN2C=NC=C2)C2=C(C=C(C=C2)Cl)Cl)C=C1 1-{2-[(4-Chlorobenzyl)sulfanyl]-2-(2,4-dichlorophenyl)ethyl}-1H-imidazole